COC([C@H](CCN([C@H](C(C)(C)C)C=1N(C=C(C1)C1=C(C=CC(=C1)F)F)CC1=CC=CC=C1)C(COC(C)=O)=O)NC(=O)OCC[Si](C)(C)C)=O Methyl-(2S)-4-[(acetoxyacetyl) {(1R)-1-[1-benzyl-4-(2,5-difluorophenyl)-1H-pyrrol-2-yl]-2,2-dimethylpropyl}amino]-2-({[2-(trimethylsilyl)ethoxy]carbonyl}amino)butanoate